methyl 4-(4-(2-(3-(fluoromethyl)azetidin-1-yl)ethoxy)benzoyl)-3-(4-(trifluoromethyl)phenyl)quinoline-7-carboxylate FCC1CN(C1)CCOC1=CC=C(C(=O)C2=C(C=NC3=CC(=CC=C23)C(=O)OC)C2=CC=C(C=C2)C(F)(F)F)C=C1